Trans-4-(dimethylamino)cyclohexanecarboxhydrazide CN([C@@H]1CC[C@H](CC1)C(=O)NN)C